(5-methyl-6-(3-((1,1,1-trifluoropropan-2-yl)oxy)azetidin-1-yl)pyridin-3-yl)(4-(5-methyloxazolo[4,5-b]pyridin-2-yl)piperazin-1-yl)methanone CC=1C=C(C=NC1N1CC(C1)OC(C(F)(F)F)C)C(=O)N1CCN(CC1)C=1OC=2C(=NC(=CC2)C)N1